[C@H]12CNC[C@H](N(C1)C(=O)OC(C)(C)C)CC2 |o1:0,4| tert-butyl (1S*,5R*)-3,6-diazabicyclo[3.2.2]nonane-6-carboxylate